((3-(3,4-dihydroisoquinolin-2(1H)-yl)-2-hydroxypropyl)amino)pyridin C1N(CCC2=CC=CC=C12)CC(CNC1=NC=CC=C1)O